N-cyclopropyl-N'-(2,3-dimethyl-phenyl)urea C1(CC1)NC(=O)NC1=C(C(=CC=C1)C)C